5-(1-Methylpyrazol-4-yl)-2-[4-[4-[(E)-2-(4-pyridyl)vinyl]pyrimidin-2-yl]pyrimidin-2-yl]isoindoline CN1N=CC(=C1)C=1C=C2CN(CC2=CC1)C1=NC=CC(=N1)C1=NC=CC(=N1)\C=C\C1=CC=NC=C1